1-(2-(5-(difluoromethyl)-2-(((3R,4S)-3-fluoro-1-(methylsulfonyl)piperidin-4-yl)amino)pyrimidin-4-yl)thiazol-5-yl)-2-methylpropan-2-ol FC(C=1C(=NC(=NC1)N[C@@H]1[C@@H](CN(CC1)S(=O)(=O)C)F)C=1SC(=CN1)CC(C)(O)C)F